NCC=1C=C(C=CC1)C=1C=C(C2=C(C(=CO2)COC2=C(C=CC=C2)CC(=O)O)C1)C=1C=NC(=NC1)C 2-(2-((5-(3-(aminomethyl)phenyl)-7-(2-methylpyrimidin-5-yl)benzofuran-3-yl)methoxy)phenyl)acetic acid